COC(CC(C1=CC=CC=C1)NC1(CN(CC1)CCC1=NC=2NCCCC2C=C1)C)=O.C(CC)O[Si]1(O[SiH](O[SiH](O[Si](O1)(C)OCCC)C)C)C 2,4-di-n-propoxy-2,4,6,8-tetramethyl-cyclotetrasiloxane methyl-3-((3-methyl-1-(2-(5,6,7,8-tetrahydro-1,8-naphthyridin-2-yl)ethyl)pyrrolidin-3-yl)amino)-3-phenylpropionate